The molecule is an oxylipin, an olefinic compound, a secondary alcohol and a prostaglandins H. It has a role as a mouse metabolite. It is a conjugate acid of a prostaglandin H2(1-). CCCCC[C@@H](/C=C/[C@H]1[C@H]2C[C@@H]([C@@H]1C/C=C\\CCCC(=O)O)OO2)O